methyl 2,2,2-trichloroacetimidate ClC(C(OC)=N)(Cl)Cl